2,3,6,7-tetrahydroxy-9,10-dimethyl-anthracene OC1=CC2=C(C3=CC(=C(C=C3C(=C2C=C1O)C)O)O)C